The molecule is a member of the class of tryptamines that is serotonin in which one of the hydrogens attached to the primary amino group is replaced by a methyl group. It has a role as a plant metabolite and a human metabolite. It is a member of phenols and a member of tryptamines. It derives from a serotonin. CNCCC1=CNC2=C1C=C(C=C2)O